O=C1C=COC2=CC=CC=C12 4-oxochromene